2-methylsulfanyl-4-(benzothien-3-yl)pyrazolo[1,5-a][1,3,5]triazine CSC1=NC=2N(C(=N1)C1=CSC3=C1C=CC=C3)N=CC2